3-(trimethoxysilyl)propyl 2-bromo-2-methylpropanoate BrC(C(=O)OCCC[Si](OC)(OC)OC)(C)C